7-chloro-5-methyl-1-[3-(6-methylpyridin-3-yl)-1,2,4-thiadiazol-5-yl]-4-oxo-1,4-dihydro-1,8-naphthyridine-3-carboxylic acid ethyl ester C(C)OC(=O)C1=CN(C2=NC(=CC(=C2C1=O)C)Cl)C1=NC(=NS1)C=1C=NC(=CC1)C